ClC=1C=C2C=C(NC2=CC1C1=NC=C(N=C1)OC)CNC(=O)C=1SC=CN1 N-{[5-chloro-6-(5-methoxy-2-pyrazinyl)-2-indolyl]methyl}-1,3-thiazole-2-carboxamide